ClC1=C(NC=2N(CCN2)C(=O)C2=CC=CC=C2)C(=CC=C1)Cl [2-(2,6-dichloroanilino)-4,5-dihydroimidazol-1-yl]-phenylmethanone